(E)-2-chloro-5-((2-(((trifluoromethyl)sulfonyl)methylene)imidazolin-1-yl)methyl)pyridine ClC1=NC=C(C=C1)CN1/C(/NCC1)=C/S(=O)(=O)C(F)(F)F